ClC=1C(=NC(=CC1)C1=C(C=C(C=C1)C(F)(F)F)F)C(=O)OC Methyl 3-chloro-6-(2-fluoro-4-(trifluoromethyl) phenyl)picolinate